O1C(COCC1)COC1=NC(N2C(C3=CC=C(C=C3CC2)CCC(C=2C=NC=CC2)O)=C1)=O 2-([1,4]Dioxan-2-ylmethoxy)-9-(3-hydroxy-3-pyridin-3-yl-propyl)-6,7-dihydro-pyrimido[6,1-a]isoquinolin-4-one